5-butyl-2,6-dimethyl-3-(4-methylphenyl)furo[3,2-c]pyridin-4(5H)-one C(CCC)N1C(C2=C(C=C1C)OC(=C2C2=CC=C(C=C2)C)C)=O